C(C1=CC=CC=C1)NC1=C2N=CN(C2=NC(=N1)C=1C=NNC1)[C@H]1[C@@H]([C@@H]([C@@H](O1)C(OC)P(O)(O)=O)O)O [(2R,3S,4R,5R)-5-[6-(benzylamino)-2-(1H-pyrazol-4-yl)purin-9-yl]-3,4-dihydroxy-tetrahydrofuran-2-yl]-methoxymethylphosphonic acid